tri-tert-butyl-1,3,5-benzene-tricarbamide C(C)(C)(C)C1=C(C(=C(C(=C1C(=O)N)C(C)(C)C)C(=O)N)C(C)(C)C)C(=O)N